C(C)S(=O)(=O)CC1CN(C1)C=1C=CC(=C2C=C(N=CC12)NC1=NC(=NC=C1)N1C[C@]([C@@H](CC1)O)(C)F)OC (3S,4R)-1-{4-[(8-{3-[(ethane-sulfonyl)methyl]azetidin-1-yl}-5-methoxyisoquinolin-3-yl)amino]pyrimidin-2-yl}-3-fluoro-3-methylpiperidin-4-ol